The molecule is an organosulfonate oxoanion obtained by the deprotonation of the sulfate group of eurysterol A sulfonic acid. It is a conjugate base of a eurysterol A sulfonic acid. C[C@H](CCCC(C)C)[C@H]1CC[C@@H]2[C@@]1(CC[C@H]3[C@@]24C[C@H]([C@@]5([C@@]3(CC[C@@H](C5)OS(=O)(=O)[O-])CO4)O)O)C